N(=NC(C(=O)OC)(C)C)C(C(=O)OC)(C)C dimethyl 2,2'-azobis(2-methylpropaneate)